3-(1-benzylimidazol-4-yl)-N-[(4-methoxyphenyl)methyl]-N-methyl-4-[[5-(trifluoromethyl)-2-pyridinyl]amino]benzenesulfonamide C(C1=CC=CC=C1)N1C=NC(=C1)C=1C=C(C=CC1NC1=NC=C(C=C1)C(F)(F)F)S(=O)(=O)N(C)CC1=CC=C(C=C1)OC